C(OC1=C(C=C(C=C1)[N+](=O)[O-])CC=C)([O-])=O Allyl(4-nitrophenyl) carbonate